OCC1=CC=C(C=C1)C1=NN(C=C1C#N)C 3-(4-(hydroxymethyl)phenyl)-1-methyl-1H-pyrazole-4-carbonitrile